Dibenzothiophene-1,3,6,8-Tetracarboxylic acid C1(=CC(=CC=2SC3=C(C21)C=C(C=C3C(=O)O)C(=O)O)C(=O)O)C(=O)O